Cl.C(C1=CC=CC=C1)OC=1C=CC(=C(C1)NNC)C 1-[5-(benzyloxy)-2-methylphenyl]-2-methylhydrazine hydrochloride